C1(CCCCC1)NC(=O)C1=CC(=CC=2N(C=NC21)C)NC(=O)C2=C(C=CC=C2)C(F)(F)F N-cyclohexyl-1-methyl-6-({[2-(trifluoromethyl)phenyl]carbonyl}amino)-1H-benzoimidazole-4-carboxamide